C(C)NC1=CC(=CC(=N1)N1C(C2=CC(=CC(=C2C1)C(F)(F)F)CN1[C@H](CN(CC1)C)C(C)C)=O)C1(COC1)CC1=NN=CN1C (S)-2-(6-(ethylamino)-4-(3-((4-methyl-4H-1,2,4-triazol-3-yl)methyl)oxetan-3-yl)pyridin-2-yl)-6-((2-isopropyl-4-methylpiperazin-1-yl)methyl)-4-(trifluoromethyl)isoindolin-1-one